3-(2,5-dimethyl-1-(3-methylpyridin-4-yl)-1H-pyrrol-3-yl)-2-(6-methoxy-3H-imidazo[4,5-c]pyridin-2-yl)acrylonitrile CC=1N(C(=CC1C=C(C#N)C1=NC2=C(C=NC(=C2)OC)N1)C)C1=C(C=NC=C1)C